beta-formamidopropionitrile C(=O)NCCC#N